C[C@@H]1OC=2C(=NC=C(C2)N)OC1 (S)-2-methyl-2,3-dihydro-[1,4]dioxino[2,3-b]pyridin-7-amine